(S)-3-(3-chloro-4-fluorophenyl)-1-(1-(6,7-difluoro-1-oxo-1,2-dihydroisoquinolin-4-yl)ethyl)-1-isobutylurea ClC=1C=C(C=CC1F)NC(N(CC(C)C)[C@@H](C)C1=CNC(C2=CC(=C(C=C12)F)F)=O)=O